1,1-diphenylethene C1(=CC=CC=C1)C(=C)C1=CC=CC=C1